F[C@H]1[C@@H](O[C@@H]([C@H]1O)CO)N1C(=O)N=C(N)C(=C1)C deoxy-2'-fluoro-5-methylcytidine